6-Bromo-N-(1-ethylpiperidin-4-yl)-2-{4-[4-(pyridin-4-ylcarbonyl)piperazin-1-yl]phenyl}-3H-imidazo[4,5-b]pyridin-7-amine BrC=1C(=C2C(=NC1)NC(=N2)C2=CC=C(C=C2)N2CCN(CC2)C(=O)C2=CC=NC=C2)NC2CCN(CC2)CC